(2S,3R)-N-(2-cyclohexyl-4-(4-(trifluoromethyl)phenethyl)phenyl)-2,3-difluoroheptanamide C1(CCCCC1)C1=C(C=CC(=C1)CCC1=CC=C(C=C1)C(F)(F)F)NC([C@@H]([C@@H](CCCC)F)F)=O